3-{4-[(3-amino-1H-pyrazolo[3,4-b]pyridin-5-yl)oxy]phenyl}-1-[5-(trifluoromethyl)-3-pyridinyl]-2,4-imidazolidinedione NC1=NNC2=NC=C(C=C21)OC2=CC=C(C=C2)N2C(N(CC2=O)C=2C=NC=C(C2)C(F)(F)F)=O